butanetetracarboxylic acid tetra(3,4-epoxy cyclohexyl methyl) ester C1(CC2C(CC1)O2)COC(=O)C(C(CC)C(=O)OCC2CC1C(CC2)O1)(C(=O)OCC1CC2C(CC1)O2)C(=O)OCC2CC1C(CC2)O1